C(CCCC)C1CC(C1)=O 3-pentyl-cyclobutanone